4-fluoro-1-(1-hydroxy-2-methylpropan-2-yl)-N,N-bis(4-methoxy-benzyl)-1H-pyrazole-3-sulfonamide FC=1C(=NN(C1)C(CO)(C)C)S(=O)(=O)N(CC1=CC=C(C=C1)OC)CC1=CC=C(C=C1)OC